C1(CCCCC1)C1C[C@H](NC1)C(=O)O 4-cyclohexyl-proline